5-{5-[(cis-3-naphthalen-1-ylcyclobutyl)oxy]pyrazin-2-yl}isoxazol-3-ol C1(=CC=CC2=CC=CC=C12)[C@H]1C[C@H](C1)OC=1N=CC(=NC1)C1=CC(=NO1)O